C(C)(C)(C)C=1C=CC=2N(C3=CC=C(C=C3C2C1)C(C)(C)C)C1=CC(=CC(=C1)N1C=NC=C1)N1C=NC=C1 3,6-Di-tert-butyl-9-(3,5-bis(1H-imidazol-1-yl)phenyl)-9H-carbazole